CC(CC1=CC=CC=C1)NCC1=CC=CC=C1 N-(1-methyl-2-phenylethyl)benzylamine